CC1=CC=C(C=C1)S(=O)(=O)O.NC(C#N)C#N aminomalononitrile p-toluenesulfonate salt